9,10-Dipentoxy-anthracene C(CCCC)OC=1C2=CC=CC=C2C(=C2C=CC=CC12)OCCCCC